FC1=C(C(=CC=C1)C)[C@@H]1C[C@@H](CC1)C1=CC=2C(=NC(=CN2)C)N(C1=O)CC1=NC=CC=C1C(F)(F)F 7-((1R,3S)-3-(2-fluoro-6-methylphenyl)cyclopentyl)-3-methyl-5-((3-(trifluoromethyl)pyridin-2-yl)methyl)pyrido[2,3-b]pyrazin-6(5H)-one